N-octadecenyl-2-phenyl-3,5,7-tri-(t-butylcarbonyloxy)-quinolin-4-one C(=CCCCCCCCCCCCCCCCC)N1C(=C(C(C2=C(C=C(C=C12)OC(=O)C(C)(C)C)OC(=O)C(C)(C)C)=O)OC(=O)C(C)(C)C)C1=CC=CC=C1